(R)-6-chloro-3-((1-(2-cyano-7-methyl-3-(1-methylpiperidin-4-yl)quinoxalin-5-yl)ethyl)amino)picolinic acid ClC1=CC=C(C(=N1)C(=O)O)N[C@H](C)C1=C2N=C(C(=NC2=CC(=C1)C)C#N)C1CCN(CC1)C